1-allyl-6-chloro-2-methyl-1,2-dihydro-3H-pyrazolo[3,4-b]pyridin-3-one C(C=C)N1N(C(C=2C1=NC(=CC2)Cl)=O)C